4-([1,1'-biphenyl]-3-yl)-2-amino-6-methoxypyridine-3,5-dicarbonitrile C1(=CC(=CC=C1)C1=C(C(=NC(=C1C#N)OC)N)C#N)C1=CC=CC=C1